(1S,1'S)-(-)-(9,9-Dimethyl-9H-xanthene-4,5-diyl)bis(naphthalen-2-yl(phenyl)phosphine) CC1(C2=CC=CC(=C2OC=2C(=CC=CC12)P(C1=CC=CC=C1)C1=CC2=CC=CC=C2C=C1)P(C1=CC=CC=C1)C1=CC2=CC=CC=C2C=C1)C